(2R)-2-(5-chloro-2-methoxypyridin-4-yl)-1-[(7S)-7-{[6-methyl-5-(1-methyl-1H-1,2,4-triazol-3-yl)pyridin-2-yl]amino}-5-azaspiro[2.4]heptan-5-yl]propan-1-one ClC=1C(=CC(=NC1)OC)[C@H](C(=O)N1CC2(CC2)[C@@H](C1)NC1=NC(=C(C=C1)C1=NN(C=N1)C)C)C